ClC=1C(=C(C=CC1)NC1=C(NC2=C1C(NCC2)=O)C2=C(C=NC=C2)C#CC2(N(CC2)C(=O)OC(C)(C)C)C)OC tert-butyl 2-[2-(4-{3-[(3-chloro-2-methoxyphenyl)amino]-4-oxo-1H,5H,6H,7H-pyrrolo[3,2-c]pyridin-2-yl}pyridin-3-yl)ethynyl]-2-methylazetidine-1-carboxylate